N-(6-bromo-1,3-benzothiazol-2-yl)-3,5-dimethyladamantane-1-carboxamide BrC1=CC2=C(N=C(S2)NC(=O)C23CC4(CC(CC(C2)C4)(C3)C)C)C=C1